C1(=CC=CC=C1)C1=NN=C(S1)C=O 5-phenyl-1,3,4-thiadiazole-2-carbaldehyde